N-[(1R)-1-(1-Isopropylazetidin-3-yl)ethyl]-8-[4-(trifluoromethyl)phenyl]quinoline-3-carboxamide C(C)(C)N1CC(C1)[C@@H](C)NC(=O)C=1C=NC2=C(C=CC=C2C1)C1=CC=C(C=C1)C(F)(F)F